(R)-6-(tert-butyl)-2-oxo-10-((8-oxo-8-(pentyloxy)octyl)oxy)-6,7-dihydro-2H-pyrido[2',1':3,4]pyrazino[1,2-b]indazole C(C)(C)(C)[C@H]1N2C(C=3N(N=C4C(=CC=CC34)OCCCCCCCC(OCCCCC)=O)C1)=CC(C=C2)=O